BrC=1C(=C(C=C(C1)F)N(S(=O)(=O)CCC)COCC[Si](C)(C)C)F N-(3-bromo-2,5-difluorophenyl)-N-((2-(trimethylsilyl)ethoxy)-methyl)propane-1-sulfonamide